1-(3-(4-bromophenyl)piperidin-1-yl)ethan-1-one BrC1=CC=C(C=C1)C1CN(CCC1)C(C)=O